3-(Cyclopropylthio)propionyl chloride C1(CC1)SCCC(=O)Cl